6-tert-Butyl-N-(2-hydroxyphenyl)sulfonyl-2-(p-tolyl)pyridin-3-carboxamid C(C)(C)(C)C1=CC=C(C(=N1)C1=CC=C(C=C1)C)C(=O)NS(=O)(=O)C1=C(C=CC=C1)O